benzenoanthracene C1=CC=CC=2C=CC=3C=C4C=CC=CC4=CC3C21